Diethyloctamethyltetrasiloxane C(C)[Si](O[Si](O[Si](O[Si](C)(C)C)(C)C)(C)C)(C)CC